The molecule is a nickel tetrapyrrole found only in methanogenic Archaea. It is the prosthetic group of the enzyme methyl coenzyme M reductase which catalyses the release of methane in the final step of methanogenesis. It has a role as a prosthetic group and a cofactor. It is a conjugate acid of a coenzyme F430(5-). C[C@@]12CC(=O)N[C@@]13C[C@H]4[C@H]([C@](C(=N4)C[C@@H]5[C@H]([C@@H]6CCC(=O)/C(=C/7\\[C@H]([C@@H](/C(=C/C(=N3)[C@H]2CCC(=O)O)/[N-]7)CC(=O)O)CCC(=O)O)/C6=N5)CC(=O)O)(C)CC(=O)N)CCC(=O)O.[Ni]